N1C(CCCC1)C1=NC=C(C=C1)C(F)(F)F 2-(Piperidin-2-yl)-5-trifluoromethylpyridine